CN1C=NC(=C1)S(=O)(=O)NC(=N)[C@H]1N2C(N([C@H](CC1)C2)OS(=O)(=O)[O-])=O.[Na+].C(=C)[SiH](N([Si](C)(C)C)C)C=C divinyltetramethyl-disilazane Sodium (2S,5R)-2-(N-((1-methyl-1H-imidazol-4-yl)sulfonyl)carbamimidoyl)-7-oxo-1,6-diazabicyclo[3.2.1]octan-6-yl-sulfate